N-(4-(1-Cyano-2'-oxo-1',4'-dihydro-2'H-spiro[pyrrolidine-3,3'-quinolin]-6'-yl)phenyl)acetamide C(#N)N1CC2(C(NC3=CC=C(C=C3C2)C2=CC=C(C=C2)NC(C)=O)=O)CC1